C[Si](C)(C)N[Si](C)(C)C bis(trimethylsilyl)amine